[O-]S(=O)(=O)C(F)(F)F.C(CCC)N1C=[N+](C=C1)C 1-butyl-3-methyl-imidazolium triflate